Ethyl 2-[4-({(2-methoxybenzyl)[1-(tetrahydro-2H-pyran-2-yl)-1H-indazol-6-yl]amino} carbonyl)-1,5-dimethyl-1H-pyrrol-2-yl]-4-nitrobenzoate COC1=C(CN(C(=O)C=2C=C(N(C2C)C)C2=C(C(=O)OCC)C=CC(=C2)[N+](=O)[O-])C2=CC=C3C=NN(C3=C2)C2OCCCC2)C=CC=C1